ClC1=C2C(=CC=NC2=CC=C1N1CCOCC1)C(=O)NCC(=O)N1CSC[C@H]1C#N (R)-5-Chloro-N-(2-(4-cyanothiazolidin-3-yl)-2-oxoethyl)-6-morpholinoquinoline-4-carboxamide